[6-[3-(difluoromethyl)-1,2,4-triazol-1-yl]-2-azaspiro[3.3]heptan-2-yl]-[6-[[4-(trifluoromethylsulfonimidoyl)pyrazol-1-yl]methyl]-2-azaspiro[3.3]heptan-2-yl]methanone FC(C1=NN(C=N1)C1CC2(CN(C2)C(=O)N2CC3(C2)CC(C3)CN3N=CC(=C3)S(=O)(=N)C(F)(F)F)C1)F